NC1=NC=CC2=CC=C(C=C12)C1=CC=C2CC[C@H](C2=C1)OC1=C(C=CC(=C1)OC)CC(=O)O (R)-2-(2-((6-(1-aminoisoquinolin-7-yl)-2,3-dihydro-1H-inden-1-yl)oxy)-4-methoxyphenyl)acetic acid